N1=CC(=CC=C1)CCC1=CC=C(O1)\C=N/O (Z)-5-(2-(pyridin-3-yl)ethyl)furan-2-carbaldehyde oxime